Br.C[C@H]1N([C@H](CNC1)C)CC(=O)NC=1C=NC(=CC1)C1C(NC(CC1)=O)=O 2-((2R,6S)-2,6-dimethylpiperazin-1-yl)-N-(6-(2,6-dioxopiperidin-3-yl)pyridin-3-yl)acetamide hydrobromide